ethyl 2-(2-((5-(3-(aminomethyl)phenyl)-2-(2-methoxy ethyl)benzofuran-3-yl)methoxy)-4-methoxyphenyl)acetate NCC=1C=C(C=CC1)C=1C=CC2=C(C(=C(O2)CCOC)COC2=C(C=CC(=C2)OC)CC(=O)OCC)C1